C(C)(C)(C)C1N(CCC(C1)C1=CC=C2C(=NN(C2=C1)C)C=1C(=NC(=CC1)OCC1=CC=CC=C1)OCC1=CC=CC=C1)C(=O)O.C(C)(CC)N1C(NC(=CC1=O)C)=O 3-Sec-butyl-6-methyl-uracil tert-butyl-4-[3-(2,6-dibenzyloxy-3-pyridyl)-1-methyl-indazol-6-yl]piperidine-1-carboxylate